C(C)(C)(C)OC(=O)N1CCC2C1CN(CC2)C2=C1C=C(NC1=C(C=C2F)C(N)=O)C 6-(7-carbamoyl-5-fluoro-2-methyl-1H-indol-4-yl)octahydro-1H-pyrrolo[2,3-c]pyridine-1-carboxylic acid tert-butyl ester